C(C=C)(=O)OCCC(=O)O 3-acryloyloxypropanoic acid